C(C)(C)(C)OC(NCC(=O)C1=CC2=C(OC(OC2)(C)C)C=C1)=O N-(2-(2,2-dimethyl-4H-1,3-benzodioxin-6-yl)-2-oxoethyl)carbamic acid tert-butyl ester